CC1=CC=C(CP)C=C1 (p-methylbenzyl)phosphine